3,3,4,4,4-pentafluoro-1-butanol FC(CCO)(C(F)(F)F)F